C(C)(C)(C)C1=CC=C(C=C1)\C=C\C1=CC=C(C=C1)C(C)(C)C (E)-1,2-bis(4-(tert-butyl)phenyl)ethylene